Ethyl (S)-3-(4-((1-((4-(tert-butyl)phenyl)amino)-3-(naphthalen-1-yl)-1-oxopropan-2-yl)amino)benzamido)propanoate C(C)(C)(C)C1=CC=C(C=C1)NC([C@H](CC1=CC=CC2=CC=CC=C12)NC1=CC=C(C(=O)NCCC(=O)OCC)C=C1)=O